3,4-dichloro-5-hydroxybenzoamide ClC=1C=C(C(=O)N)C=C(C1Cl)O